O=C(CSC1=NN=NN1C1=CC=C(C(=O)O)C=C1)N1CCC2=CC(=CC=C12)C=1C=NC=CC1 4-(5-((2-Oxo-2-(5-(pyridin-3-yl)indolin-1-yl)ethyl)thio)-1H-tetrazol-1-yl)benzoic acid